Cl.C(C)OCC1(N(CCC1)CC=1C=NC=CC1)CCC1SCCC1 3-((2-(ethoxymethyl)-2-(2-(tetrahydrothiophen-2-yl)ethyl)pyrrolidin-1-yl)methyl)pyridine HCl